4-bromo-1-(difluoromethyl)-2-iodobenzene BrC1=CC(=C(C=C1)C(F)F)I